2-(4-cyclopropyl-6-methoxy-pyrimidin-5-yl)-4-methyl-5H-pyrrolo[3,2-d]pyrimidine C1(CC1)C1=NC=NC(=C1C=1N=C(C2=C(N1)C=CN2)C)OC